2-amino-6,7-dimethoxybenzo[d]thiazole-4-carboxylic acid methyl ester COC(=O)C=1C=C(C(=C2C1N=C(S2)N)OC)OC